tert-butyl-6-(4-(4,4,5,5-tetramethyl-1,3,2-dioxaborolan-2-yl)phenyl)-2-azaspiro[3.3]heptane-2-carboxylate C(C)(C)(C)OC(=O)N1CC2(C1)CC(C2)C2=CC=C(C=C2)B2OC(C(O2)(C)C)(C)C